4-methoxyhepta-1,6-diene COC(CC=C)CC=C